C(C)OC=1C=C(C=C2C(=NNC12)C)C(=O)N1CCC2(CC1)CC1=C(N=C(S1)C(CO)(C)C)C(C2)=O (7-ethoxy-3-methyl-1H-indazole-5-carbonyl)-2-(1-hydroxy-2-methylpropan-2-yl)-5H-spiro[benzo[d]thiazole-6,4'-piperidin]-4(7H)-one